(2R)-2-methyl-1-phenyl-piperazine C[C@H]1N(CCNC1)C1=CC=CC=C1